tert-Butyl N-[4-[(3-cyano-7-morpholino-1,6-naphthyridin-5-yl)oxy]cyclohexyl]carbamate C(#N)C=1C=NC2=CC(=NC(=C2C1)OC1CCC(CC1)NC(OC(C)(C)C)=O)N1CCOCC1